tert-Butyl methyl(3-oxopropyl)carbamate CN(C(OC(C)(C)C)=O)CCC=O